3-(5-(4-(4-(6-amino-5-((R)-1-(5-fluoro-2-(2H-1,2,3-triazol-2-yl)phenyl)ethoxy)pyridin-3-yl)-1H-pyrazol-1-yl)-[1,4'-bipiperidin]-1'-yl)-1-oxoisoindolin-2-yl)piperidine-2,6-dione NC1=C(C=C(C=N1)C=1C=NN(C1)C1CCN(CC1)C1CCN(CC1)C=1C=C2CN(C(C2=CC1)=O)C1C(NC(CC1)=O)=O)O[C@H](C)C1=C(C=CC(=C1)F)N1N=CC=N1